4,4'-oxybis(2-((4-(3-(trifluoromethyl)-3H-diazirin-3-yl)benzyl)carbamoyl)benzoic acid) O(C1=CC(=C(C(=O)O)C=C1)C(NCC1=CC=C(C=C1)C1(N=N1)C(F)(F)F)=O)C1=CC(=C(C(=O)O)C=C1)C(NCC1=CC=C(C=C1)C1(N=N1)C(F)(F)F)=O